COC=1N=C2C(=CC=NC2=CC1OCC1=CC=C(C=C1)OC)O 6-Methoxy-7-((4-methoxybenzyl)oxy)-1,5-naphthyridin-4-ol